(R)-(3-(6-fluorobenzo[d]thiazol-2-yl)-8-methyl-5,6-dihydro-[1,2,4]triazolo[4,3-a]pyrazin-7(8H)-yl)(4-fluorophenyl-3-d)methanone FC1=CC2=C(N=C(S2)C2=NN=C3N2CCN([C@@H]3C)C(=O)C3=CC(=C(C=C3)F)[2H])C=C1